C(C)C(CC(C(=O)OC(C(O)C(O)C)C)(C1=NC2=CC=CC=C2N=C1N1CCC(CC1)CN)C#N)CC dimethyl-Glycerol 2-ethylbutyl-2-cyano-2-(3-(4-(aminomethyl)piperidin-1-yl)quinoxalin-2-yl)acetate